N2-tert-butyl-N8-(3,4-dichlorophenyl)-9-(1-ethylpiperidin-4-yl)-9H-purine-2,8-diamine C(C)(C)(C)NC1=NC=C2N=C(N(C2=N1)C1CCN(CC1)CC)NC1=CC(=C(C=C1)Cl)Cl